C(CN(C(OCCl)=O)C)N(C(OCC1=CC=CC=C1)=O)C benzyl (chloromethyl) ethane-1,2-diylbis(methylcarbamate)